FC(C(C(C(C(C(F)(F)F)(F)F)(F)F)(F)F)(F)F)(CCS)F 2-(perfluorohexyl)ethyl thiol